2-(5-norbornene-2,3-dicarboximido)-1,1,3,3-tetramethyluronium tetrafluoroborate F[B-](F)(F)F.C12C3C(C(C=C1)C2)C(N(C3=O)OC(=[N+](C)C)N(C)C)=O